FC=1C=C2C(=C(COC2=CC1)CC(CN(C)C)N)C1=CC=C(C=C1)F 1-((6-fluoro-4-(4-fluorophenyl)-2H-chromen-3-yl)methyl)-N2,N2-dimethylethane-1,2-diamine